4-(bis(methyl-d3)amino)but-2-en-1-one C([2H])([2H])([2H])N(CC=CC=O)C([2H])([2H])[2H]